BrC=1C=C2C(=C(N(C2=CC1)CCOC1CCOCC1)C=1C(=NC=CC1)[C@H](C)OC)CC(CO[Si](C1=CC=CC=C1)(C1=CC=CC=C1)C(C)(C)C)(C)C (S)-5-bromo-3-(3-((tert-butyldiphenylsilyl)oxy)-2,2-dimethylpropyl)-2-(2-(1-methoxyethyl)pyridin-3-yl)-1-(2-((tetrahydro-2H-pyran-4-yl)oxy)ethyl)-1H-indole